tert-butyl N-(4-aminocyclohexyl)carbamate NC1CCC(CC1)NC(OC(C)(C)C)=O